FC1=CC=C(CC2=CC3=C(OC[C@@H](N3C(=O)OCC3=CC=CC=C3)C)N=C2C(N[C@@H]2COCC2)=O)C=C1 benzyl (S)-7-(4-fluorobenzyl)-2-methyl-6-(((S)-tetrahydrofuran-3-yl) carbamoyl)-2,3-dihydro-1H-pyrido[2,3-b][1,4]oxazine-1-carboxylate